N-(9,9-diphenyl-9H-fluoren-2-yl)-N,9-diphenyl-9H-carbazol-2-amine C1(=CC=CC=C1)C1(C2=CC=CC=C2C=2C=CC(=CC12)N(C1=CC=2N(C3=CC=CC=C3C2C=C1)C1=CC=CC=C1)C1=CC=CC=C1)C1=CC=CC=C1